N([C@@H](CCCNC(N)=N)C(=O)O)NCCS(=O)(=O)O N-(L-arginino)taurine